FC(OC=1C=C(C=CC1F)C=1C=C2C(=NC1)N(C(N2CC=2N=NC=CC2)=O)C)F 6-[3-(difluoromethoxy)-4-fluoro-phenyl]-3-methyl-1-(pyridazin-3-ylmethyl)imidazo[4,5-b]pyridin-2-one